N-(3-methoxy-5-nitropyridin-2-yl)-3-chlorobenzamide COC=1C(=NC=C(C1)[N+](=O)[O-])NC(C1=CC(=CC=C1)Cl)=O